4-methyl-2-oxo-N-(pyridin-2-ylmethyl)-2H-chromene-7-carboxamide CC1=CC(OC2=CC(=CC=C12)C(=O)NCC1=NC=CC=C1)=O